NS(=NC(CC1=C(C=C(C=C1C(C)C)C1=CC2=CC=C(C=C2C=C1)OC)C(C)C)=O)(=O)C1=CN=C(S1)C(C)(C)O N-(amino(2-(2-hydroxypropan-2-yl)thiazol-5-yl)(oxo)-λ6-sulfaneylidene)-2-(2,6-diisopropyl-4-(6-methoxynaphthalen-2-yl)phenyl)acetamide